2-methylbenzylether CC1=C(COCC2=C(C=CC=C2)C)C=CC=C1